CN1N=CC(=C1)NC1=NC=C2C(=N1)N(N=C2)CC2=CC=C(C=C2)NC(C=C)=O N-(4-((6-((1-methyl-1H-pyrazol-4-yl)amino)-1H-pyrazolo[3,4-d]pyrimidine-1-yl)methyl)phenyl)acrylamide